C(C(CCCCCCCCCCCCCC)S(=O)(=O)[O-])S(=O)(=O)[O-] hexadecane-1,2-disulfonate